FC=1C=C(C=NC1)[C@H](CNC(C[C@H]1CNCCC1)(C)C)O (R)-1-(5-fluoropyridin-3-yl)-2-((2-methyl-1-((S)-piperidin-3-yl)propan-2-yl)amino)ethan-1-ol